tert-butyl N-[3-(difluoromethyl)-1-[4-[1-[[1-[1-(2,6-dioxo-3-piperidyl)-3-methyl-2-oxo-benzimidazol-4-yl]-4-piperidyl]-methyl-amino]ethyl]cyclohexyl]pyrazol-4-yl]carbamate FC(C1=NN(C=C1NC(OC(C)(C)C)=O)C1CCC(CC1)C(C)N(C)C1CCN(CC1)C1=CC=CC=2N(C(N(C21)C)=O)C2C(NC(CC2)=O)=O)F